(Cyclohexylmethyl)-2,4,5,6-tetrahydropyrrolo[3,4-c]pyrazole C1(CCCCC1)CN1N=C2C(=C1)CNC2